4-{[(4-methyl-3-{1-[2-(morpholin-4-yl)acetyl]-2-oxopiperidin-3-yl}-1H-pyrazol-5-yl)oxy]methyl}benzene-1-carboximidamide CC=1C(=NNC1OCC1=CC=C(C=C1)C(N)=N)C1C(N(CCC1)C(CN1CCOCC1)=O)=O